CC1(CC=C(CC1)C)CCCO 3-(1,4-dimethylcyclohex-3-en-1-yl)propan-1-ol